[Na+].[Na+].[O-]C1=CC=CC=C1.[Cs+].[O-]C1=CC=CC=C1.[O-]C1=CC=CC=C1 cesium phenoxide, disodium salt